N-(6-chloro-4-((3S,4R)-4-hydroxy-3-(pyridin-2-ylmethyl)chroman-7-yl)pyridazin-3-yl)-1,1,1-trifluoromethanesulfonamide ClC1=CC(=C(N=N1)NS(=O)(=O)C(F)(F)F)C1=CC=C2[C@@H]([C@H](COC2=C1)CC1=NC=CC=C1)O